5-(5-bromopyridin-3-yl)pyrrolidine-2-thione BrC=1C=C(C=NC1)C1CCC(N1)=S